N-methyl-5-(trifluoromethyl)-3,4-dihydro-2H-thieno[2,3-b]pyran-3-amine hydrochloride Cl.CNC1CC2=C(OC1)SC=C2C(F)(F)F